O=C1N(C(C2=CC=CC=C12)=O)[C@@H]1CCN2[C@H]1CN(CC2)C2=C(C=CC(=C2C(F)(F)F)OC2=CC=CC=C2)NC(=O)C=2N=C(SC2)C2=CN=NC=C2 N-{2-[(8R,8aS)-8-(1,3-dioxo-1,3-dihydro-2H-isoindol-2-yl)hexahydropyrrolo[1,2-a]pyrazin-2(1H)-yl]-4-phenoxy-3-(trifluoromethyl)phenyl}-2-(pyridazin-4-yl)-1,3-thiazole-4-carboxamide